N-({4-bromo-1H,3H-furo[3,4-c]quinolin-7-yl}methyl)-6-cyano-N-(4,4-difluoro-1,1-dioxo-3,4-dihydro-2H-1λ6-benzothiopyran-8-yl)pyridine-3-carboxamide BrC1=NC=2C=C(C=CC2C2=C1COC2)CN(C(=O)C=2C=NC(=CC2)C#N)C2=CC=CC=1C(CCS(C12)(=O)=O)(F)F